NC=1C=NN2C1C(CCC2)O 3-amino-4,5,6,7-tetrahydropyrazolo[1,5-a]pyridin-4-ol